F[C@@H]1CN(C[C@@H]1O)C(=O)OC(C)(C)C tert-butyl (3R,4S)-3-fluoro-4-hydroxy-pyrrolidine-1-carboxylate